O[C@]1(CC[C@@]2([C@H]3CC[C@@]4([C@H](CC[C@H]4[C@@H]3CC[C@@H]2C1)[C@@H](CCC(=O)O)C)C)C)C1=CC=C(C=C1)C1=CC=CC=C1 (4R)-4-[(3S,5R,8R,9S,10S,13R,14S,17R)-3-hydroxy-10,13-dimethyl-3-(4-phenylphenyl)-1,2,4,5,6,7,8,9,11,12,14,15,16,17-tetradecahydrocyclopenta[a]phenanthren-17-yl]pentanoic acid